4-(2-(3-((2-cyclopropylpyridin-4-yl)oxy)azetidin-1-yl)-7-methyl-8-oxo-6-(trifluoromethyl)-7,8-dihydropyrimido[5,4-d]pyrimidin-4-yl)-3-fluorobenzonitrile C1(CC1)C1=NC=CC(=C1)OC1CN(C1)C=1N=C(C2=C(N1)C(N(C(=N2)C(F)(F)F)C)=O)C2=C(C=C(C#N)C=C2)F